C1(CC1)C(CN1C(N(C2=NC=C(C=C21)C2=CC(=CC=C2)C(F)(F)F)C(C2=CC=CC=C2)(C2=CC=CC=C2)C2=CC=CC=C2)=O)O 1-(2-cyclopropyl-2-hydroxyethyl)-6-(3-(trifluoromethyl)phenyl)-3-trityl-1,3-dihydro-2H-imidazo[4,5-b]pyridin-2-one